Dibenzyl(1-Aminocyclopentyl)Phosphonate C(C1=CC=CC=C1)OP(OCC1=CC=CC=C1)(=O)C1(CCCC1)N